1,4,7-trimethyl-1,4,7-triazacyclodecane CN1CCN(CCN(CCC1)C)C